FC1(CC(C1)N1C(=NC2=NC=C(C=C21)C=2C=CN1N=C(N=CC12)N[C@@H](C(F)(F)F)C)C)F (R)-5-(1-(3,3-difluorocyclobutyl)-2-methyl-1H-imidazo[4,5-b]pyridin-6-yl)-N-(1,1,1-trifluoropropan-2-yl)pyrrolo[2,1-f][1,2,4]triazin-2-amine